CC1=C(C=C(C=C1)C1=NC(=NS1)C)NCC(=O)N1CCC2=C(C=CC=C12)C=1C=NC=CC1 2-((2-methyl-5-(3-methyl-1,2,4-thiadiazol-5-yl)phenyl)amino)-1-(4-(pyridin-3-yl)indolin-1-yl)ethan-1-one